1,2-bis(4-isopropyl-6-(trifluoromethyl)pyrimidin-2-yl)hydrazine C(C)(C)C1=NC(=NC(=C1)C(F)(F)F)NNC1=NC(=CC(=N1)C(C)C)C(F)(F)F